dihydrothiophen-2(3H)-one S1C(CCC1)=O